2'-chloro-4'-tosyl-4',6',7a',8',9',10'-hexahydro-3H-spiro[benzo[b]thiophene-2,7'-pyrrolo[1',2':1,7]azepino[4,3,2-cd]indol]-3-one ClC=1C=C2C=3C(=CN(C3C1)S(=O)(=O)C1=CC=C(C)C=C1)CC1(C3N2CCC3)C(C3=C(S1)C=CC=C3)=O